N-(2-fluoro-2-methylpropyl)-5-(2-(((1-fluorocyclohexyl)methyl)amino)-7H-pyrrolo[2,3-d]pyrimidin-5-yl)pyrazolo[1,5-a]pyridine-3-carboxamide FC(CNC(=O)C=1C=NN2C1C=C(C=C2)C2=CNC=1N=C(N=CC12)NCC1(CCCCC1)F)(C)C